C(C)(C)(C)OC(=O)N1CCOCC(C1)=NO 6-(hydroxyimino)-1,4-oxazepan-4-carboxylic acid tert-butyl ester